6-(3,6-di-tert-butyl-9H-carbazol-9-yl)phenol C(C)(C)(C)C=1C=CC=2N(C3=CC=C(C=C3C2C1)C(C)(C)C)C1=CC=CC=C1O